tert-Butyl (S)-2-((benzoyloxy)methyl)-4-methyl-2,3-dihydro-1H-pyrrole-1-carboxylate C(C1=CC=CC=C1)(=O)OC[C@H]1N(C=C(C1)C)C(=O)OC(C)(C)C